ClC1=CC2=C(N(CCO2)C=2N=C(N3C2C=NC=C3)C3CC3)C=C1C(F)F 7-chloro-4-{3-cyclopropylimidazo[1,5-a]pyrazin-1-yl}-6-(difluoromethyl)-2,3-dihydro-1,4-benzoxazine